2-[(acetoxy)imino]-3-cyclohexyl-1-[4-(thiophenyl)phenyl]propan-1-one C(C)(=O)ON=C(C(=O)C1=CC=C(C=C1)C=1SC=CC1)CC1CCCCC1